C(C)(C)OC(=O)C1=NC(=CC=C1)CN1C(N(C(C1(C)C)=O)C=1C=NC(=C(C1)SC)C#N)=S 6-[[3-(6-cyano-5-(methylthio)pyridin-3-yl)-5,5-dimethyl-4-oxo-2-thioxo-imidazolidin-1-yl]methyl]pyridine-2-carboxylic acid isopropyl ester